CC(CCCCCC)OC(COC1=NC(=C(C(=C1Cl)N)Cl)F)=O (4-amino-3,5-dichloro-6-fluoro-2-pyridyloxy)-acetic acid-1-methylheptyl ester